ClC1=C(C(=C(C=C1)NS(=O)(=O)C=1C(=NC=C(C1)F)OC)F)COC=1C=C2C(=NC1)NN=C2C N-(4-chloro-2-fluoro-3-(((3-methyl-1H-pyrazolo[3,4-b]pyridin-5-yl)oxy)methyl)phenyl)-5-fluoro-2-methoxypyridine-3-sulfonamide